C(C1=CC=CC=C1)#[N+][S-] benzonitrile N-sulfide